3,4-dichlorophthalic acid ClC1=C(C(C(=O)O)=CC=C1Cl)C(=O)O